(R)-N-(7-((1-acetylpiperidin-4-yl)oxy)-1-(azepan-3-yl)-1H-benzo[d]Imidazol-2-yl)-2-methylisonicotinamide C(C)(=O)N1CCC(CC1)OC1=CC=CC2=C1N(C(=N2)NC(C2=CC(=NC=C2)C)=O)[C@H]2CNCCCC2